(R)-2-(1-acetylpiperidin-3-yl)-4-aminoisoindoline-1,3-dione C(C)(=O)N1C[C@@H](CCC1)N1C(C2=CC=CC(=C2C1=O)N)=O